C1=CC=CC=2C3=CC=CC=C3C(C12)COC(=O)N[C@H](C(=O)O)CCCNC(=N)NS(=O)(=O)C=1C(=C(C2=C(CC(O2)(C)C)C1C)C)C (2S)-2-({[(9H-fluoren-9-yl)methoxy]carbonyl}amino)-5-{N'-[(2,2,4,6,7-pentamethyl-2,3-dihydro-1-benzofuran-5-yl)sulfonyl]carbamimidamido}pentanoic acid